tert-butyl 7-(3-(4-(tert-butoxycarbonyl)-1H-pyrazol-1-yl)-5-fluoro-2-methylphenyl)-2-azaspiro[3.5]nonane-2-carboxylate C(C)(C)(C)OC(=O)C=1C=NN(C1)C=1C(=C(C=C(C1)F)C1CCC2(CN(C2)C(=O)OC(C)(C)C)CC1)C